(2R)-2-(5-fluoro-2-(methylsulfanyl)phenyl)pyrrolidin FC=1C=CC(=C(C1)[C@@H]1NCCC1)SC